tert-butyl ((3-(2-fluoro-3-nitrophenyl)pyrazin-2-yl)methyl)(methyl-d3)carbamate FC1=C(C=CC=C1[N+](=O)[O-])C=1C(=NC=CN1)CN(C(OC(C)(C)C)=O)C([2H])([2H])[2H]